alpha-bromoacrylonitrile BrC(C#N)=C